OC1=C(C(/C=C/C2=CC=C(C=C2)O)=O)C(=CC(=C1)O[C@H]1[C@H](O)[C@@H](O)[C@H](O)[C@H](O1)CO)OC 2',4-Dihydroxy-4'-(beta-D-glucopyranosyloxy)-6'-methoxy-chalcone